copper oxide, potassium salt [K].[Cu]=O